tert-butyl ((5S,8S,10aR)-8-(((R)-chroman-4-yl)carbamoyl)-6-oxodecahydropyrrolo[1,2-a][1,5]diazocin-5-yl)carbamate O1CC[C@H](C2=CC=CC=C12)NC(=O)[C@@H]1CC[C@H]2N1C([C@H](CNCC2)NC(OC(C)(C)C)=O)=O